[Na+].C(CCNC([C@@H](O)C(C)(C)CO)=O)(=O)[O-] D-Pantothenic Acid Sodium Salt